(1s,4s)-N'-(5-Methyl-4-(6-(pyridin-3-ylamino)imidazo[1,2-a]pyridin-3-yl)pyrimidin-2-yl)cyclohexane-1,4-diamine CC=1C(=NC(=NC1)NC1CCC(CC1)N)C1=CN=C2N1C=C(C=C2)NC=2C=NC=CC2